tert-Butyl 4-(azidocarbonyl)-4-benzylpiperidine-1-carboxylate N(=[N+]=[N-])C(=O)C1(CCN(CC1)C(=O)OC(C)(C)C)CC1=CC=CC=C1